NN1C(=C(C(=C1)C=1N=C(N(C1)C)C)C)C(=O)OC Methyl 1-amino-4-(1,2-dimethyl-1H-imidazol-4-yl)-3-methyl-1H-pyrrole-2-carboxylate